FC1=C(C=C(C=C1)NC(=O)C1=C(N(C(=C1C)C(C(=O)NCCC=1C(NNC1C)=O)=O)C)C)C N-(4-fluoro-3-methylphenyl)-1,2,4-trimethyl-5-(2-((2-(5-methyl-3-oxo-2,3-dihydro-1H-pyrazol-4-yl)ethyl)amino)-2-oxoacetyl)-1H-pyrrole-3-carboxamide